6-chloro-3-(cyclopentyloxy)-N-{[(3R)-1-isopropylpiperidin-3-yl]methyl}pyridazine-4-carboxamide ClC1=CC(=C(N=N1)OC1CCCC1)C(=O)NC[C@@H]1CN(CCC1)C(C)C